1-[5-(2,2,2-trifluoroethyl)-1-(2-trimethylsilylethoxymethyl)pyrazol-4-yl]propan-1-ol FC(CC1=C(C=NN1COCC[Si](C)(C)C)C(CC)O)(F)F